(S)-ethyl 8-(2-amino-6-((R)-1-(4'-(diethylcarbamoyl)-3-(3-methyl-1H-pyrazol-1-yl)-[1,1'-biphenyl]-4-yl)-2,2,2-trifluoroethoxy)pyrimidin-4-yl)-2,8-diazaspiro[4.5]decane-3-carboxylate NC1=NC(=CC(=N1)N1CCC2(C[C@H](NC2)C(=O)OCC)CC1)O[C@@H](C(F)(F)F)C1=C(C=C(C=C1)C1=CC=C(C=C1)C(N(CC)CC)=O)N1N=C(C=C1)C